(S)-5-aminomethyl-pyrrolidine-2-one hydrochloride Cl.NC[C@@H]1CCC(N1)=O